4-(3,5-dimethoxyphenyl)-6-ethyl-2-methyl-5-(2,6-difluorophenyl)pyrimidine COC=1C=C(C=C(C1)OC)C1=NC(=NC(=C1C1=C(C=CC=C1F)F)CC)C